2-chloro-4-((2,6-dimethylbenzyl)amino)pyrimidin-5-carboxamide ClC1=NC=C(C(=N1)NCC1=C(C=CC=C1C)C)C(=O)N